C(C=C)C1=CC=C2CCC(N(C2=C1)CCN1CCOCC1)=O 7-allyl-1-(2-morpholinoethyl)-3,4-dihydroquinolin-2(1H)-one